tert-butyl (E)-2-(4-(4-(3-aminoprop-1-en-1-yl)phenyl)-2,3,9-trimethyl-6H-thieno[3,2-f][1,2,4]triazolo[4,3-a][1,4]diazepin-6-yl)acetate NCC=CC1=CC=C(C=C1)\C\1=N/C(C=2N(C3=C1C(=C(S3)C)C)C(=NN2)C)CC(=O)OC(C)(C)C